CC1=C(C=CC=C1B1OC(C(O1)(C)C)(C)C)NC(=O)C=1SC=CN1 N-(2-methyl-3-(4,4,5,5-tetramethyl-1,3,2-dioxaborolan-2-yl)phenyl)thiazole-2-carboxamide